C(C)(C)(C)OC(=O)N(C1=NC=CC(=C1)C=1OC=C(N1)C(=O)O)CC1CC1 2-[2-[tert-butoxycarbonyl-(cyclopropylmethyl)amino]-4-pyridyl]oxazole-4-carboxylic acid